(1R,3R)-3-amino-N-(5-(4-cyano-3-fluorophenyl)-1-(4-methoxyphenyl)-1H-pyrazol-3-yl)cyclohexane-1-carboxamide 2,2,2-trifluoroacetate FC(C(=O)O)(F)F.N[C@H]1C[C@@H](CCC1)C(=O)NC1=NN(C(=C1)C1=CC(=C(C=C1)C#N)F)C1=CC=C(C=C1)OC